(4R)-2-cyano-4-methyl-6,7-dihydro-4H-pyrazolo[1,5-a]pyrazine-5-carboxylic acid tert-butyl ester C(C)(C)(C)OC(=O)N1[C@@H](C=2N(CC1)N=C(C2)C#N)C